(oxetan-2-ylmethyl)-3H-imidazo[4,5-b]pyridin O1C(CC1)CC1=NC=2C(=NC=CC2)N1